Methyl 2-(((1R,5S,6r)-6-(6-((4-chloro-2-fluorobenzyl)oxy)pyridin-2-yl)-3-azabicyclo[3.1.0]hexan-3-yl)methyl)-1-((1-ethyl-1H-imidazol-5-yl)methyl)-1H-benzo[d]imidazole-6-carboxylate ClC1=CC(=C(COC2=CC=CC(=N2)C2[C@H]3CN(C[C@@H]23)CC2=NC3=C(N2CC2=CN=CN2CC)C=C(C=C3)C(=O)OC)C=C1)F